C(C)(C)(C)OC(=O)N1C(CCCC1)C1=NC(=C(C=C1F)F)OCC1=C(C=C(C=C1)Cl)F (6-((4-chloro-2-fluorobenzyl)oxy)-3,5-difluoropyridin-2-yl)piperidine-1-carboxylic acid tert-butyl ester